ClC1=CC=C(S1)C1=CC(=NN1)NC1=C(C=C(C=C1)NC(C)=O)C N-(4-((5-(5-chlorothiophen-2-yl)-1H-pyrazol-3-yl)amino)-3-methylphenyl)acetamide